5,6-difluoro-N-methyl-N-((1r,4s)-4,8,9-trifluoro-6-oxo-1,4,5,6-tetrahydro-2H-pyrano[3,4-c]isoquinolin-1-yl)-1H-indole-2-carboxamide FC=1C=C2C=C(NC2=CC1F)C(=O)N([C@H]1CO[C@H](C=2NC(C=3C=C(C(=CC3C21)F)F)=O)F)C